butyl (4-(hydrazineylmethyl)phenyl)carbamate N(N)CC1=CC=C(C=C1)NC(OCCCC)=O